CC=1C=2N(C=C(C1)B1OC(C(O1)(C)C)(C)C)N=CN2 8-methyl-6-(4,4,5,5-tetramethyl-1,3,2-dioxa-borolan-2-yl)[1,2,4]-triazolo[1,5-a]pyridine